O=C1NC(CCC1N1C(C2=CC=CC(=C2C1=O)CCCOCCOCCOCCC(=O)O)=O)=O 3-[2-[2-[3-[2-(2,6-dioxo-3-piperidyl)-1,3-dioxo-isoindolin-4-yl]propoxy]ethoxy]ethoxy]propanoic acid